C(C1=CC=CC=C1)N(C1=CC=C2CCC[C@]3(CC4=NC(=CC(=C4CO3)Cl)OC[C@]34CCCN4C[C@@H](C3)F)C2=C1Br)CC1=CC=CC=C1 |&1:15| (SR)-N,N-dibenzyl-8-bromo-4'-chloro-2'-(((2R,7aS)-2-fluorotetrahydro-1H-pyrrolizin-7a(5H)-yl)methoxy)-3,4,5',8'-tetrahydro-2H-spiro[naphthalene-1,7'-pyrano[4,3-b]pyridin]-7-amine